ClC1=CC=C(C=C1)[C@@]1(N(C(C2=CC(=CC(=C12)F)C(C)(O)C=1C=NN(C1)CC)=O)CC1=NC=C(C=C1)Cl)OCC1(CC1)O (3R)-3-(4-Chlorophenyl)-2-[(5-chloropyridin-2-yl)methyl]-6-[1-(1-ethyl-1H-pyrazol-4-yl)-1-hydroxyethyl]-4-fluoro-3-[(1-hydroxycyclopropyl)methoxy]-2,3-dihydro-1H-isoindol-1-on